OC[C@@H]1[C@H]([C@@H]([C@H](C(O1)O)S)O)O (3R,4S,5S,6R)-6-(hydroxymethyl)-3-mercaptotetrahydro-2H-pyran-2,4,5-triol